(R,E)-N-(1-(3,4-dimethoxyphenyl)ethyl)-3-(4-(1-methyl-1H-pyrazol-4-yl)-1H-pyrrolo[2,3-b]pyridin-3-yl)acrylamide COC=1C=C(C=CC1OC)[C@@H](C)NC(\C=C\C1=CNC2=NC=CC(=C21)C=2C=NN(C2)C)=O